CC1=CC=C(C=C1)S(=O)(=O)OC1CC(CCC1)O 3-hydroxycyclohexyl 4-methylbenzene-sulfonate